Cl.BrC1=CC(=C(C=C1)N1N=C2C(N=CC=C2O)=C1C(=O)OCC)F ethyl 2-(4-bromo-2-fluorophenyl)-7-hydroxy-2H-pyrazolo[4,3-b]pyridine-3-carboxylate hydrogen chloride